1-(3-chlorophenyl)-N-(cyclopropylmethyl)-6-[3-(hydroxymethyl)phenyl]-7-oxo-4,5-dihydropyrazolo[3,4-c]pyridine-3-carboxamide ClC=1C=C(C=CC1)N1N=C(C2=C1C(N(CC2)C2=CC(=CC=C2)CO)=O)C(=O)NCC2CC2